N(=[N+]=[N-])C1=CC=C(C=C1)[C@]12[C@](C=3C(=NC(=CC3O1)OC)OC)([C@@H]([C@@H]([C@H]2C2=CC=CC=C2)CN2CC(C2)O)O)O (5ar,6s,7s,8r,8as)-5a-(4-azidophenyl)-7-((3-hydroxyazetidin-1-yl)methyl)-1,3-dimethoxy-6-phenyl-5a,6,7,8-tetrahydro-8aH-cyclopenta[4,5]furo[3,2-c]pyridine-8,8a-diol